ClC1=CC=C(C=C1)C(C#N)C#N 2-(4-chlorophenyl)propanedinitrile